ClC1=C(C(=CC(=C1)C1=NC2=C(C(=CN=C2C=C1)S(=O)(=O)C)NC=1C=NC(=CC1)OCCN(C)C)Cl)O 2,6-dichloro-4-(8-((6-(2-(dimethylamino)ethoxy)pyridin-3-yl)amino)-7-(methyl-sulfonyl)-1,5-naphthyridin-2-yl)phenol